C(CCCCCCC\C=C/CCCCCCCC)(=O)O.C(C(C)O)O propylene glycol monooleate